FC1(CCOCC1)CNC1=C(C=C(C=C1)S(=O)(=O)N)[N+](=O)[O-] 4-[(4-Fluorooxan-4-yl)methyl]Amino-3-nitrobenzene-1-sulfonamide